21-[4-(2,6-bis(1-pyrrolidinyl)-4-pyrimidinyl)-1-piperazinyl]-20-methylpregna-1,4-dien-3-one N1(CCCC1)C1=NC(=CC(=N1)N1CCN(CC1)CC([C@H]1CC[C@H]2[C@@H]3CCC4=CC(C=C[C@]4(C)[C@H]3CC[C@]12C)=O)C)N1CCCC1